COC1=CC=C(CN2C(CN(C3=CC=CC=C23)C2=CC=C(C=C2)C(F)(F)F)CNC(C=C)=O)C=C1 N-((1-(4-methoxybenzyl)-4-(4-(trifluoromethyl)phenyl)-1,2,3,4-tetrahydroquinoxalin-2-yl)methyl)acrylamide